C(C1=CC=CC=C1)OC=1C=C2CC[C@H]([C@@H](C2=C(C1Cl)F)O)N(CC1=CC=CC=C1)CC1=CC=CC=C1 (1R,2R)-6-(benzyloxy)-7-chloro-2-(dibenzylamino)-8-fluoro-1,2,3,4-tetrahydronaphthalen-1-ol